3-bromo-2-[4-(4-methyl-1,2,4-triazol-3-yl)piperidin-1-yl]-5-(trifluoromethyl)benzonitrile BrC=1C(=C(C#N)C=C(C1)C(F)(F)F)N1CCC(CC1)C1=NN=CN1C